(3-fluoro-4-iodophenyl)(4-(5-methyloxazolo[4,5-b]pyridin-2-yl)piperazin-1-yl)methanone FC=1C=C(C=CC1I)C(=O)N1CCN(CC1)C=1OC=2C(=NC(=CC2)C)N1